2-methoxy-4-[6-(3,4,5-trimethoxyphenyl)imidazo[1,2-b]pyridazin-3-yl]phenol COC1=C(C=CC(=C1)C1=CN=C2N1N=C(C=C2)C2=CC(=C(C(=C2)OC)OC)OC)O